ClC1=C(C=C(N)C=C1)C#CC1(COC1)F 4-Chloro-3-((3-fluorooxetan-3-yl)ethynyl)aniline